2-(5-((4-benzylpiperidin-1-yl)methyl)-4H-1,2,4-triazol-3-yl)-5-methyl-1H-indole C(C1=CC=CC=C1)C1CCN(CC1)CC=1NC(=NN1)C=1NC2=CC=C(C=C2C1)C